methyl 4-(3-(methylamino)-3-oxopropyl)benzoate CNC(CCC1=CC=C(C(=O)OC)C=C1)=O